CC=1C(=NC(=NC1C)N)O 5,6-dimethyl-2-amino-4-hydroxypyrimidine